gallium indium indium [In].[In].[Ga]